propan-1-ol HCl salt Cl.C(CC)O